[N+](=O)([O-])C1=CC=C(C=C1)N1CCN(CC1)C1COC1 1-(4-nitrophenyl)-4-(oxetan-3-yl)piperazine